4-amino-N,1-dimethyl-N-(3-(1-methyl-1H-pyrazol-4-yl)-4,5,6,7-tetrahydrobenzo[d]isoxazol-4-yl)-1H-pyrazolo[4,3-c]quinoline-8-carboxamide NC1=NC=2C=CC(=CC2C2=C1C=NN2C)C(=O)N(C2CCCC1=C2C(=NO1)C=1C=NN(C1)C)C